FC1(C(CCCC1)C1=NN=C(O1)C=1C(=CC2=C(N(C([C@H](CS2(=O)=O)NC(OC(C)(C)C)=O)=O)CC2=CC=C(C=C2)OC(F)(F)F)C1)F)F tert-butyl N-[(3R)-7-[5-(2,2-difluorocyclohexyl)-1,3,4-oxadiazol-2-yl]-8-fluoro-1,1,4-trioxo-5-[[4-(trifluoromethoxy)phenyl]methyl]-2,3-dihydro-1λ6,5-benzothiazepin-3-yl]carbamate